ClC1=C(C=C(C=C1)C(=O)OC)C=1C=C2C(=NN(C2=CC1)C(C1=CC=CC=C1)(C1=CC=CC=C1)C1=CC=CC=C1)NC(=O)[C@H]1CN(CC1)C(=O)OC(C)(C)C tert-Butyl (3R)-3-({5-[2-chloro-5-(methoxycarbonyl)phenyl]-1-trityl-1H-indazol-3-yl}carbamoyl)pyrrolidine-1-carboxylate